C(C)(=O)N1CC(C1)N1C(N([C@H](C1)C#N)C1=CN=CC2=CC=CC=C12)=O (R)-1-(1-acetylazetidin-3-yl)-3-(isoquinolin-4-yl)-2-oxoimidazolidine-4-carbonitrile